C=1(C(=CC=CC1)N=C=O)N=C=O o-phenylenediisocyanate